5-(pyrazin-2-yl)-1,3,4-oxadiazole-2(3H)-thione N1=C(C=NC=C1)C1=NNC(O1)=S